N-[2-(3,4-dihydroisoquinolin-2(1H)-yl)-2-oxoethyl]-4'-ethylbiphenyl-4-carboxamide C1N(CCC2=CC=CC=C12)C(CNC(=O)C1=CC=C(C=C1)C1=CC=C(C=C1)CC)=O